F[C@@H]1CC=2N(C(NC2CC(=O)OCC)=S)C1 Ethyl (R)-2-(6-fluoro-3-thioxo-2,5,6,7-tetrahydro-3H-pyrrolo[1,2-c]imidazol-1-yl)acetate